phenol aluminium salt [Al].C1(=CC=CC=C1)O